((7-bromo-8-chloroisoquinolin-4-yl)imino)dimethyl-λ6-Thioketone BrC1=CC=C2C(=CN=CC2=C1Cl)N=S(C)(C)=C=O